FC(CN[C@H]1C[C@H](N(CC1)C(=O)N1CC2(CCCC2)[C@@H](CC1)CN1C=NC2=CC=C(C=C2C1=O)F)C1=C(C=CC(=C1)F)F)F 3-(((R)-7-((2S,4R)-4-((2,2-difluoroethyl)amino)-2-(2,5-difluorophenyl)piperidine-1-carbonyl)-7-azaspiro[4.5]dec-10-yl)methyl)-6-fluoroquinazolin-4(3H)-one